COC1=CC=C2N=C(C=3N(C2=C1)C(=CC3C)C)C3=C(C=CC1=CC=CC=C31)PC3=CC(=CC=C3)C (R)-(1-(8-methoxy-1,3-dimethylpyrrolo[1,2-a]quinoxalin-4-yl)naphthalen-2-yl)dl-m-methylphenylphosphine